ClC1=CC(=CC(=N1)[C@@](CNC(=O)C1=CC(=NO1)C1=C(C=C(C=C1)F)F)(C)C=1C=NN(C1)C)OC N-[(2S)-2-(6-chloro-4-methoxy-2-pyridyl)-2-(1-methylpyrazol-4-yl)propyl]-3-(2,4-difluorophenyl)isoxazole-5-carboxamide